N1(CCOCC1)C1=NC=NC=N1 6-morpholinyl-1,3,5-triazine